5-(8-((1-(2-(4-(4-chloro-1,2-diphenylbut-1-en-1-yl)phenoxy)ethyl)piperidin-4-yl)methyl)-3,8-diazabicyclo[3.2.1]octan-3-yl)-2-(2,6-dioxopiperidin-3-yl)isoindoline-1,3-dione ClCCC(=C(C1=CC=CC=C1)C1=CC=C(OCCN2CCC(CC2)CN2C3CN(CC2CC3)C=3C=C2C(N(C(C2=CC3)=O)C3C(NC(CC3)=O)=O)=O)C=C1)C1=CC=CC=C1